N-benzyl-2-chloronicotinamide C1=CC=C(C=C1)CNC(=O)C2=C(N=CC=C2)Cl